propyl 3,5-diaminophenylformate NC=1C=C(C=C(C1)N)C(=O)OCCC